NCC1CCC(CC1)NC(OC(C)(C)C)=O Tert-butyl ((1r,4r)-4-(aminomethyl)cyclohexyl)carbamate